ethyl (S)-2-methylene-5-oxotetrahydro-1H-pyrrolizine-7a(5H)-carboxylate C=C1C[C@@]2(CCC(N2C1)=O)C(=O)OCC